1-pentyl-3-methyl-imidazolium C(CCCC)N1C=[N+](C=C1)C